BrC=1C=C2C(=NNC2=CC1)C(=O)N(C)OC 5-bromo-N-methoxy-N-methyl-1H-indazole-3-carboxamide